COC1=CN=C2C(=CC=NC2=C1)OC1=CC=C(C=C1)NC(=O)C1=C(N(C(=C(C1=O)C=1SC=CC1)C)C)C N-[4-[(7-methoxy-1,5-naphthyridin-4-yl)oxy]phenyl]-1,2,6-trimethyl-4-oxo-5-thiophen-2-ylpyridine-3-carboxamide